N-(4-bromo-2,3-dihydro-1H-inden-5-yl)acetamide tert-butyl-((S)-4-((R)-6-chloro-3,4-dihydro-2H-benzo[b][1,4]oxazine-2-carboxamido)-2-hydroxybicyclo[2.2.2]octan-1-yl)carbamate C(C)(C)(C)N(C(O)=O)C12[C@H](CC(CC1)(CC2)NC(=O)[C@H]2CNC1=C(O2)C=CC(=C1)Cl)O.BrC1=C2CCCC2=CC=C1NC(C)=O